ClC1=C(C(=O)NC=2C=CC3=C(C(=CO3)C3CCN4CCCC4C3)C2)C=CC=C1 5-(2-chlorobenzoyl)amino-3-(octahydroindolizin-7-yl)-benzofuran